5-[(2-hydroxy-6-oxo-1-cyclohexen-1-yl)carbonyl]-2-(3-methoxyphenyl)-3-(3-methoxypropyl)-4(3H)-pyrimidone OC1=C(C(CCC1)=O)C(=O)C=1C(N(C(=NC1)C1=CC(=CC=C1)OC)CCCOC)=O